Benzyl (3R)-1-[(1r,4r)-4-{[5-(2,6-dioxopiperidin-3-yl)pyridin-2-yl](methyl)amino}cyclohexanecarbonyl]pyrrolidine-3-carboxylate O=C1NC(CCC1C=1C=CC(=NC1)N(C1CCC(CC1)C(=O)N1C[C@@H](CC1)C(=O)OCC1=CC=CC=C1)C)=O